3-methyl-5-[6-(5-methylpyridin-2-yl)pyrimidin-4-yl]benzonitrile CC=1C=C(C#N)C=C(C1)C1=NC=NC(=C1)C1=NC=C(C=C1)C